(3-(difluoromethyl)oxetan-3-yl)-methyl (4-cyclobutyl-3-(3,3-difluorocyclobutyl)-1-methyl-1H-pyrazol-5-yl)carbamate C1(CCC1)C=1C(=NN(C1NC(OCC1(COC1)C(F)F)=O)C)C1CC(C1)(F)F